CC=1C=C(N=NC1N1CC=2C=C(C=NC2CC1)C)C#N 5-methyl-6-(3-methyl-7,8-dihydro-1,6-naphthyridin-6(5H)-yl)pyridazine-3-carbonitrile